1-[2,6-dichloro-4-(trifluoromethyl)phenyl]-4-[(trifluoromethyl)sulfinyl]-1H-pyrazole-3-carbonitrile ClC1=C(C(=CC(=C1)C(F)(F)F)Cl)N1N=C(C(=C1)S(=O)C(F)(F)F)C#N